O(N)N keto-diamine